FC(C(=O)O)(F)F.COC1=CC(=C(C=C1OC)NC(=O)C=1OC2=CC=CC=C2C(C1)=O)C(NC1=CC=C(C=C1)CCNCCC)=O N-(4,5-Dimethoxy-2-((4-(2-(propylamino)ethyl)phenyl)carbamoyl)phenyl)-4-oxo-4H-chromene-2-carboxamide trifluoroacetate salt